tert-Butyl (S,E)-3-(3-hydroxy-4-oxo-2,3,4,5-tetrahydro-1H-pyrido[2,3-b][1,4]diazepin-8-yl)acrylate O[C@H]1CNC2=C(NC1=O)N=CC(=C2)/C=C/C(=O)OC(C)(C)C